C(C)N(C1=CC=C(C=C1)C(C1=C(C=CC=C1)S(=O)(=O)[O-])=C1C=CC(C=C1)=[N+](CC1=CC(=CC=C1)S(=O)(=O)[O-])CC)CC1=CC(=CC=C1)S(=O)(=O)[O-].[Na+].[Na+] disodium 2-[[4-[ethyl-[(3-sulfonatophenyl)methyl]amino]phenyl]-[4-[ethyl-[(3-sulfonatophenyl)methyl]azaniumylidene]cyclohexa-2,5-dien-1-ylidene]methyl]benzenesulfonate